4-((6-((R)-3-(4-amino-3-(4-phenoxyphenyl)-1H-pyrazolo[3,4-d]pyrimidin-1-yl)piperidine-1-yl)-6-oxohexyl)thio)-2-(2,6-dioxopiperidin-3-yl)-6-fluoroisoindoline-1,3-dione NC1=C2C(=NC=N1)N(N=C2C2=CC=C(C=C2)OC2=CC=CC=C2)[C@H]2CN(CCC2)C(CCCCCSC2=C1C(N(C(C1=CC(=C2)F)=O)C2C(NC(CC2)=O)=O)=O)=O